[1-[3-(3-chlorophenyl) phenyl]-2-(5-methyl-1,3,4-oxadiazol-2-yl) ethyl] carbamate C(N)(OC(CC=1OC(=NN1)C)C1=CC(=CC=C1)C1=CC(=CC=C1)Cl)=O